C(N)(=O)C=1C=C(C=CC1)NC(C1=C(C=C(C=C1)C(F)(F)F)OC1=C(C=C(C=C1)F)OC)=O N-(3-carbamoylphenyl)-2-(4-fluoro-2-methoxyphenoxy)-4-(trifluoromethyl)benzamide